4-(2-chlorobenzyl)-5-oxo-N-(pyridin-2-ylmethyl)-4,5-dihydroimidazo[1,2-a]quinazoline-2-carboxamide ClC1=C(CN2C=3N(C4=CC=CC=C4C2=O)C=C(N3)C(=O)NCC3=NC=CC=C3)C=CC=C1